C1(CC1)C1=CC2=C(C(N(N=C2C(C)C)CC(=O)NC2=NC=CC=N2)=O)S1 2-(2-Cyclopropyl-4-isopropyl-7-oxothieno[2,3-d]pyridazin-6(7H)-yl)-N-(pyrimidin-2-yl)acetamide